2-methyl-4-(5-phenyl-2,3-dihydro-1H-indol-1-yl)quinazoline CC1=NC2=CC=CC=C2C(=N1)N1CCC2=CC(=CC=C12)C1=CC=CC=C1